C(C1=CC=CC=C1)N1N=C(C=C1C(=O)NCCC1CCNCC1)C(=O)NC 1-Benzyl-N3-methyl-N5-(2-(piperidin-4-yl)ethyl)-1H-pyrazole-3,5-dicarboxamide